FC(C(=O)NCC(=O)O)(C(F)(F)F)F pentafluoropropionyl-glycine